N-((3-chloro-4-fluorophenyl)(5-methyl-4-(methylsulfonyl)-1H-imidazol-2-yl)methyl)-4-(trifluoromethyl)thiazol-2-amine ClC=1C=C(C=CC1F)C(NC=1SC=C(N1)C(F)(F)F)C=1NC(=C(N1)S(=O)(=O)C)C